N-(2-(3,3-difluoropyrrolidin-1-yl)-4-(2-fluoro-phenyl)pyridin-3-yl)-2-methoxypyrimidine-5-carboxamide FC1(CN(CC1)C1=NC=CC(=C1NC(=O)C=1C=NC(=NC1)OC)C1=C(C=CC=C1)F)F